3-amino-N-((1-methyl-2-oxopyrrolidin-3-yl)methyl)-6-(3-methylimidazo[1,2-a]pyridin-6-yl)-5-(oxazol-2-yl)pyrazine-2-carboxamide NC=1C(=NC(=C(N1)C=1OC=CN1)C=1C=CC=2N(C1)C(=CN2)C)C(=O)NCC2C(N(CC2)C)=O